N-(3-(6-(((Tert-butyldimethylsilyl)oxy)methyl)quinolin-2-yl)oxetan-3-yl)-2-methylpropane-2-sulfinamide [Si](C)(C)(C(C)(C)C)OCC=1C=C2C=CC(=NC2=CC1)C1(COC1)NS(=O)C(C)(C)C